COC(=O)N1C2COCC1CC(C2)N2CCC(CC2)N2C(CCCCC2)=O 7-[4-(2-oxo-azepan-1-yl)piperidin-1-yl]-3-oxa-9-azabicyclo[3.3.1]nonane-9-carboxylic acid methyl ester